C(C)(=O)N(N(C(=O)C1=CC=2C3=C(C(=NC2C=C1)N)C=NN3C)CC3=NC=C(C=C3F)C(F)(F)F)C N'-acetyl-4-amino-N-((3-fluoro-5-(trifluoromethyl)pyridin-2-yl)methyl)-N',1-dimethyl-1H-pyrazolo[4,3-c]quinoline-8-carbohydrazide